(5-bromo-2-chloropyrimidin-4-yl)-1-(methylsulfonyl)-1,2,3,4-tetrahydroquinolin-8-amine BrC=1C(=NC(=NC1)Cl)C1N(C2=C(C=CC=C2CC1)N)S(=O)(=O)C